(4-Vinylbenzyl)-2-naphthalenecarboxylate C(=C)C1=CC=C(COC(=O)C2=CC3=CC=CC=C3C=C2)C=C1